4-chloro-3,5-dimethyl-1H-pyrrole-2-carboxylic acid ClC=1C(=C(NC1C)C(=O)O)C